CP(C(CCC)CCC)C(CCC)CCC methyl-bis-(4-heptyl)phosphine